6-isobutyryl-9-(2',3',5'-tri-O-acetyl-beta-D-ribofuranosyl)purine C(C(C)C)(=O)C1=C2N=CN(C2=NC=N1)[C@H]1[C@H](OC(C)=O)[C@H](OC(C)=O)[C@H](O1)COC(C)=O